(S)-benzyl 4-(7-bromo-6-chloro-2,8-dihydroxy quinazolin-4-yl)-3-methylpiperazine-1-carboxylate BrC1=C(C=C2C(=NC(=NC2=C1O)O)N1[C@H](CN(CC1)C(=O)OCC1=CC=CC=C1)C)Cl